3-[3-[6-cyano-5-(trifluoromethyl)pyridin-3-yl]-5,5-dimethyl-4-oxo-2-thioxo-imidazolidin-1-yl]-N-methyl-propionamide C(#N)C1=C(C=C(C=N1)N1C(N(C(C1=O)(C)C)CCC(=O)NC)=S)C(F)(F)F